2-(4-bromophenyl)-4-methyl-1H-imidazole BrC1=CC=C(C=C1)C=1NC=C(N1)C